(E)-3-(10-ethyl-10H-phenothiazin-3-yl)-N-(2-fluorophenyl)acrylamide C(C)N1C2=CC=CC=C2SC=2C=C(C=CC12)/C=C/C(=O)NC1=C(C=CC=C1)F